N(=[N+]=[N-])CCC(C(CS(=O)(=O)C)O)(C)C 5-azido-1-(methylsulfonyl)-3,3-dimethyl-2-pentanol